tri(4-ethoxyphenyl)-phosphine C(C)OC1=CC=C(C=C1)P(C1=CC=C(C=C1)OCC)C1=CC=C(C=C1)OCC